2-Bromo-N-(4-(pentafluoro-λ6-sulfanyl)phenyl)acetamide BrCC(=O)NC1=CC=C(C=C1)S(F)(F)(F)(F)F